NC=1SC2=NC(=CC=C2N1)C1=CC(=C(C=C1)N1C(CCC1)=O)C 1-(4-(2-aminothiazolo[5,4-b]pyridin-5-yl)-2-methylphenyl)pyrrolidin-2-one